C(C1=CC=CC=C1)N1CCC(CC1)C=1C(=C2CN(C(C2=CC1)=O)C1C(NC(CC1)=O)=O)C(F)(F)F 3-(5-(1-benzylpiperidin-4-yl)-1-oxo-4-(trifluoromethyl)isoindolin-2-yl)piperidine-2,6-dione